6-carboxy-3,4,5-trihydroxyoxan C(=O)(O)C1C(C(C(CO1)O)O)O